(3S*,3aS*,6R*,7R*,7aS*)-N-(pyridin-4-yl)methyl-1,7-diisobutyl-5-oxooctahydro-3aH-3,6-methanopyrrolo[3,2-b]pyridine-3a-carboxamide N1=CC=C(C=C1)CNC(=O)[C@@]12NC([C@H]3[C@H]([C@@H]1N(C[C@@H]2C3)CC(C)C)CC(C)C)=O |o1:10,13,14,15,18|